N-(2-Amino-2-methylpropyl)-6-(5-(trifluoromethoxy)-1H-indol-2-yl)pyrazine-2-carboxamide NC(CNC(=O)C1=NC(=CN=C1)C=1NC2=CC=C(C=C2C1)OC(F)(F)F)(C)C